CC(CCCCCCCCCCCCCCCCCC)CCCCCCCCCCCCCCCCCC 19-methylheptatriacontane